C(#N)C=1C(=C(C=CC1)C1=CC=C(C=C1)C(=O)N1[C@@H](C\C(\C1)=N/OC)C(=O)NC)C (S,E)-1-(3'-cyano-2'-methyl-[1,1'-biphenyl]-4-carbonyl)-4-(methoxyimino)-N-methylpyrrolidine-2-carboxamide